3-((1H-indazol-5-yl)ethynyl)-1-((3s,5r)-5-(methoxymethyl)pyrrolidin-3-yl)-1H-pyrazolo[3,4-d]pyrimidin-4-amine hydrochloride Cl.N1N=CC2=CC(=CC=C12)C#CC1=NN(C2=NC=NC(=C21)N)[C@@H]2CN[C@H](C2)COC